FC=1C(=C(C=CC1F)[C@H]1[C@@H](O[C@]([C@H]1C)(C(F)(F)F)C)C(=O)NC=1C=CC(=C(C1)SSC1=C(C=CC(=C1)NC(=O)[C@@H]1O[C@@]([C@H]([C@H]1C1=C(C(=C(C=C1)F)F)OC)C)(C)C(F)(F)F)F)F)OC [5-[[(2R,3S,4S,5R)-3-(3,4-difluoro-2-methoxy-phenyl)-4,5-dimethyl-5-(trifluoromethyl)tetrahydrofuran-2-carbonyl]amino]-2-fluoro-phenyl]disulfide